ClC=1C=C(CCN2C[C@@H]([C@H](C2)C)COC2=CC=C(C=C2)N(S(=O)(=O)C)C)C=CC1 |o1:8,9| N-(4-(((3R,4R) or (3S,4S)-1-(3-chlorophenethyl)-4-methylpyrrolidin-3-yl)methoxy)phenyl)-N-methylmethanesulfonamide